1,1-bis(3,4-dimethyl-2-hydroxybenzen-1-yl)-2-methylpropane CC=1C(=C(C=CC1C)C(C(C)C)C1=C(C(=C(C=C1)C)C)O)O